4-cyclopropyl-6-ethyl-5-(4,4,5,5-tetramethyl-1,3,2-dioxaborolan-2-yl)pyrimidine C1(CC1)C1=NC=NC(=C1B1OC(C(O1)(C)C)(C)C)CC